4-bromo-1-(2,2-diethoxyethyl)-5-methyl-3-(pyrimidin-2-yl)-1H-pyrrole-2-carboxamide BrC=1C(=C(N(C1C)CC(OCC)OCC)C(=O)N)C1=NC=CC=N1